CN1N=C(C(=C1)S(=O)(=O)N1CCC(CC1)C=1C=CC=2N(C1)N=CN2)C 6-(1-((1,3-dimethyl-1H-pyrazol-4-yl)sulfonyl)piperidin-4-yl)-[1,2,4]triazolo[1,5-a]pyridine